2-((S)-3-fluoro-pyrrolidin-1-yl)-6-[(tetrahydro-pyran-4-ylmethyl)-amino]-pyridin F[C@@H]1CN(CC1)C1=NC(=CC=C1)NCC1CCOCC1